2-(3-methoxyphenyl)ethane-1-ol COC=1C=C(C=CC1)CCO